C[C@H]1CN(CCN1C=1C=CC=2N=CN=C(C2N1)NC1=CC(=C(C=C1)OC1=CC=2N(C=C1)N=CN2)C)C(C#CC)=O 1-[(3S)-3-methyl-4-{4-[(3-methyl-4-{[1,2,4]triazolo[1,5-a]pyridin-7-yloxy}phenyl)amino]pyrido[3,2-d]pyrimidin-6-yl}piperazin-1-yl]but-2-yn-1-one